FC(C1=NN=C(O1)C1=C(C(=C(C=C1)CN1N=C(N=N1)C=1C=C2C=NC(=NC2=CC1)N)F)F)F 6-[2-[[4-[5-(difluoromethyl)-1,3,4-oxadiazol-2-yl]-2,3-difluorophenyl]methyl]tetrazol-5-yl]quinazolin-2-amine